C(N)(OCCOCCCC)=O (2-butoxyethyl) carbamate